FC1=C(C=C(CC2=NNC(C3=CC=CC=C23)=O)C=C1)C(=O)N1CC(C1)CNCC(C)C 4-(4-fluoro-3-(3-((isobutyl-amino)methyl)azetidine-1-carbonyl)benzyl)phthalazin-1(2H)-one